(1-isopropylimidazol-4-yl)methanamine C(C)(C)N1C=NC(=C1)CN